NC1(CCN(CC1)C([C@@H](CCCCN)NC(C(CC#CC)NC([C@@H](CC1=CC=CC=C1)NC([C@@H](CC1=CC=CC=C1)N)=O)=O)=O)=O)C(=O)OC methyl 4-amino-1-[(2R)-6-amino-2-[2-[[(2R)-2-[[(2R)-2-amino-3-phenyl-propanoyl]amino]-3-phenyl-propanoyl]amino]hex-4-ynoylamino]hexanoyl]piperidine-4-carboxylate